Sodium bis(2,4,6-trimethylbenzoyl)phosphinate CC1=C(C(=O)P([O-])(=O)C(C2=C(C=C(C=C2C)C)C)=O)C(=CC(=C1)C)C.[Na+]